OCC(CNC(=O)N1CC(OCC1)CC1=CC=C(C=C1)OC)CC1=CC=C(C=C1)C N-[2-(hydroxymethyl)-3-(p-tolyl)propyl]-2-[(4-methoxyphenyl)methyl]morpholine-4-carboxamide